N-(1-(2-(1,3-dioxolan-2-yl)ethyl)-6-(furan-3-yl)-1H-indazol-5-yl)-2-(pyridin-4-yl)thiazole-4-carboxamide O1C(OCC1)CCN1N=CC2=CC(=C(C=C12)C1=COC=C1)NC(=O)C=1N=C(SC1)C1=CC=NC=C1